C(C1=CC=CC=C1)NC1=NC(=CC2=C1N=C(N=C2)N[C@@H]2COCC[C@@H]2NC(C=C)=O)C2=C(C(=CC(=C2Cl)OC)OC)Cl N-((3S,4S)-3-((8-(benzylamino)-6-(2,6-dichloro-3,5-dimethoxyphenyl)pyrido[3,4-d]pyrimidin-2-yl)amino)tetrahydro-2H-pyran-4-yl)acrylamide